2-[[8-(benzylamino)-3-isopropyl-[1,2,4]triazolo[4,3-b]pyridazin-6-yl]amino]ethanol C(C1=CC=CC=C1)NC=1C=2N(N=C(C1)NCCO)C(=NN2)C(C)C